4-((2-(N,N-bis(2-((tert-butoxycarbonyl)amino)ethyl)sulfamoyl)ethyl)amino)-4-oxobutanoic acid C(C)(C)(C)OC(=O)NCCN(S(=O)(=O)CCNC(CCC(=O)O)=O)CCNC(=O)OC(C)(C)C